C(C)(C)(C)OC(=O)N1C2=C(C=3C=CC(=CC13)CCC(=O)O)C=NC=C2 3-(5-(tert-Butoxycarbonyl)-5H-pyrido[4,3-b]indol-7-yl)propionic acid